C(C)(=O)N1CCC(CC1)C1=NN(C=2C=CC=C(C12)C1=C(C=C2C=NN(C2=C1)C)F)CCCCC(=O)NCC(=O)O {5-[3-(1-acetylpiperidin-4-yl)-5'-fluoro-1'-methyl-[4,6'-biindazol]-1-yl]pentanamido}acetic acid